CN(C(=O)C12CC(C1)(C2)C(=O)NC=2C=NNC2)C2CCNCC2 N1-methyl-N1-(piperidin-4-yl)-N3-(1H-pyrazol-4-yl)bicyclo[1.1.1]pentane-1,3-dicarboxamide